C(\C=C\C1=CC(OC)=C(O)C=C1)(=O)C (feruloyl)methane